4-formylphenyl 5-(2,5-dimethylphenoxy)-2,2-dimethylvalerate CC1=C(OCCCC(C(=O)OC2=CC=C(C=C2)C=O)(C)C)C=C(C=C1)C